CN1C=NC2=C(C1=O)C=NN2C2CCOCC2 5-methyl-1-tetrahydropyran-4-yl-pyrazolo[3,4-d]Pyrimidin-4-one